1-bromo-2,7-dimethoxy-4-methyl-6(5H)-phenanthridinone BrC1=C(C=C(C=2NC(C3=C(C=CC=C3C12)OC)=O)C)OC